FC(C(C1=CC=C(C=C1)F)NS(=O)(=O)C1=CC=C(S1)C1CN(C1)C(=O)OC(C)(C)C)(F)F tert-butyl 3-(5-(N-(2,2,2-trifluoro-1-(4-fluorophenyl)ethyl)sulfamoyl)thiophen-2-yl)azetidine-1-carboxylate